C(=O)[O-].O=C1NC(CCC1N1C(C2=CC=CC(=C2C1)OCC1=CC=C(C[N+]2=CC=C(C=C2)C2=NC=CC=C2)C=C1)=O)=O 1'-{4-[2-(2,6-dioxo-piperidin-3-yl)-1-oxo-2,3-dihydro-1H-isoindol-4-yloxymethyl]-benzyl}-[2,4]bipyridinyl-1'-ium Formate